(2R,3R,4R,5R)-2-(4-aminopyrrolo[2,1-f][1,2,4]triazin-7-yl)-3,4-bis((tert-butyldimethylsilyl)oxy)-5-(hydroxymethyl)tetrahydrofuran-2-carbonitrile NC1=NC=NN2C1=CC=C2[C@@]2(O[C@@H]([C@H]([C@H]2O[Si](C)(C)C(C)(C)C)O[Si](C)(C)C(C)(C)C)CO)C#N